C(CCC)[Si](N([Si](C)(C)CCCC)CCC[Si](OC)(OC)OC)(C)C {3-[N,N-bis(butyldimethylsilyl)amino]propyl}trimethoxysilane